N-((3s,5s)-1-((3s,4r)-1-(tert-butyl)-4-(2,4-difluorophenyl)pyrrolidin-3-carbonyl)-5-(morpholin-4-carbonyl)pyrrolidin-3-yl)-N-((1s,4r)-4-methylcyclohexyl)isobutyramide C(C)(C)(C)N1C[C@H]([C@@H](C1)C1=C(C=C(C=C1)F)F)C(=O)N1C[C@H](C[C@H]1C(=O)N1CCOCC1)N(C(C(C)C)=O)C1CCC(CC1)C